4-(2-((3-((S)-1-amino-2-((1S,3S,5S)-3-cyano-2-azabicyclo[3.1.0]hexan-2-yl)-2-oxoethyl)adamantan-1-yl)oxy)ethyl)-N-methylpiperazine-1-carboxamide N[C@H](C(=O)N1[C@H]2C[C@H]2C[C@H]1C#N)C12CC3(CC(CC(C1)C3)C2)OCCN2CCN(CC2)C(=O)NC